propyl-diisopropyloxysilane C(CC)[SiH](OC(C)C)OC(C)C